C(C)(C)(C)OC(=O)N1CC2(CCC1)CCN(CC2)CCCOC=2C(=C(C=CC2)C2=C(C(=CC=C2)COC2=C(C=C(C(=C2)O)C=O)Cl)C)C 9-(3-((3'-((2-chloro-4-formyl-5-hydroxyphenoxy)methyl)-2,2'-dimethyl-[1,1'-biphenyl]-3-yl)oxy)propyl)-2,9-diazaspiro[5.5]undecane-2-carboxylic acid tert-butyl ester